CN1N=C(C(=C1)C1=CC=NC=C1)C1=CC=C(OCC2=NC3=CC=CC=C3C(=N2)N2CC(C2)N)C=C1 1-[2-[[4-[1-Methyl-4-(4-pyridyl)pyrazol-3-yl]phenoxy]methyl]quinazolin-4-yl]azetidin-3-amine